estradiene-3,17-dione C[C@@]12C(C=CC1=C1CCC3CC(CC[C@@H]3[C@H]1CC2)=O)=O